NC=1N=C(C2=C(N1)CN(C2)C(=O)OCC(C)(F)F)I 2,2-difluoropropyl 2-amino-4-iodo-5,7-dihydro-6H-pyrrolo[3,4-d]pyrimidine-6-carboxylate